CC1(CCN2C3=C(C=C12)N=CC(=N3)C(CCC[C@@H](CC(C)C)[C@H]3N(C(OC3)(C)C)C(=O)OC(C)(C)C)=O)C |r| Racemic-tert-butyl (4R)-4-[(4S)-8-{8,8-dimethyl-6H,7H,8H-pyrazino[2,3-b]pyrrolizin-3-yl}-2-methyl-8-oxooctan-4-yl]-2,2-dimethyl-1,3-oxazolidine-3-carboxylate